(2-(3,8-diazabicyclo[3.2.1]octan-8-yl)-6,7-dihydrothiazolo[5,4-c]pyridin-5(4H)-yl)(4-fluoro-2-methylphenyl)methanone C12CNCC(CC1)N2C=2SC=1CN(CCC1N2)C(=O)C2=C(C=C(C=C2)F)C